2-bromo-1-(bromomethyl)-3-fluorobenzene BrC1=C(C=CC=C1F)CBr